(R)-N-(6-(1,2-dimethyl-1H-imidazol-5-yl)isoquinolin-3-yl)-2-(2-methylpyrrolidin-1-yl)acetamide CN1C(=NC=C1C=1C=C2C=C(N=CC2=CC1)NC(CN1[C@@H](CCC1)C)=O)C